P(O)(O)=O.CC(=O)O Methyl-Carboxylate Phosphonate